NC=1C=CC(=NC1)N1N=C(C(=C1)C1=CN=C(N1C)C(=O)NC1=CC(=C(C=C1)C(=O)N1CCC(CC1)NC([C@H]1NC[C@@H](C1)O)=O)Cl)C(F)(F)F 5-[1-(5-amino-2-pyridyl)-3-(trifluoromethyl)pyrazol-4-yl]-N-[3-chloro-4-[4-[[(2S,4R)-4-hydroxyprolyl]amino]piperidine-1-carbonyl]phenyl]-1-methyl-imidazole-2-carboxamide